CNC1(CCC2(C(NC(N2)=O)=O)CC1)C1=CC=CC=C1 8-methylamino-8-phenyl-1,3-diazaspiro[4.5]decane-2,4-dione